6-(1-acetylpiperidin-4-yl)-3-(6-chloro-2-(((3R,3aR,6R,6aR)-6-hydroxyhexahydrofuro[3,2-b]furan-3-yl)oxy)-1H-imidazo[4,5-b]pyridin-5-yl)-1-methylpyridin-2(1H)-one C(C)(=O)N1CCC(CC1)C1=CC=C(C(N1C)=O)C1=C(C=C2C(=N1)N=C(N2)O[C@H]2[C@@H]1[C@H](OC2)[C@@H](CO1)O)Cl